N[C@@H](CO)[C@@H](CCCCCCCCCCCCCCCCCC)O (2S,3R)-2-aminohenicosane-1,3-diol